Cl.N1(CCCCC1)C(=O)O piperidineformic acid hydrochloride